[K+].[Fe-4](C#N)(C#N)(C#N)(C#N)(C#N)C#N.[Co+2] cobalt ferrocyanide potassium